3-amino-2-(3-boronopropyl)tetrahydrothiophene-3-carboxylic acid NC1(C(SCC1)CCCB(O)O)C(=O)O